monoammonium phosphate diammonium phosphate P(=O)([O-])([O-])[O-].[NH4+].[NH4+].P(=O)(O)(O)O.[NH4+]